OC(CCNC(=O)C1CN(CCC1)C1=CC=C2C(=NNC2=C1)C(=O)NC)C1=CC=CC=C1 6-{3-[(3-Hydroxy-3-phenylpropyl)carbamoyl]piperidin-1-yl}-N-methyl-1H-indazol-3-carboxamid